(+/-)-tert-butyl 3-(2-chloro-5-nitrophenyl)-1,4-oxazepane-4-carboxylate ClC1=C(C=C(C=C1)[N+](=O)[O-])[C@@H]1COCCCN1C(=O)OC(C)(C)C |r|